5-(benzyloxy)-1-(1,8-difluoroindeno[1,2-a]inden-4b(9H)-yl)-3-methyl-2,3-dihydro-1H-pyrido[2,1-f][1,2,4]triazine-4,6-dione C(C1=CC=CC=C1)OC=1C(C=CN2N(CN(C(C21)=O)C)C21C(=CC3=C(C=CC=C23)F)CC=2C(=CC=CC21)F)=O